N-{[5-(trifluoromethyl)pyridin-2-yl]methyl}cyclohexane-1-carboxamide FC(C=1C=CC(=NC1)CNC(=O)C1CCCCC1)(F)F